7-amino-5-azaspiro[2.4]heptan NC1CNCC12CC2